(4s,5r)-5-(methoxymethyl)-1,3,2-dioxathiolane-4-carboxylic acid ethyl ester 2-oxide C(C)OC(=O)[C@H]1OS(O[C@@H]1COC)=O